C1(CC1)C1=NN=C(O1)CC(=O)N1[C@@H](C[C@H](C1)F)C(=O)N[C@@H](C1=CC=CC=C1)C1=CC(=C(C=C1)C1CC1)F (2S,4R)-1-[2-(5-cyclopropyl-1,3,4-oxadiazol-2-yl)acetyl]-N-[(S)-(4-cyclopropyl-3-fluorophenyl)(phenyl)methyl]-4-fluoropyrrolidine-2-carboxamide